1-(tert-butyl) 2-ethyl 3-amino-5-bromo-6-methyl-1H-indole-1,2-dicarboxylate NC1=C(N(C2=CC(=C(C=C12)Br)C)C(=O)OC(C)(C)C)C(=O)OCC